C(C1CO1)OC(CCCCCCCCCCCCCCCCC(=O)OCC1CO1)=O octadecanedioic acid diglycidyl ester